2-(2,6-Dimethylpyridin-4-yl)-7,8-dihydro-1H-pyrrolo[3,2-b][1,7]naphthyridine-1,6(5H)-dicarboxylic acid di-tert-butyl ester C(C)(C)(C)OC(=O)N1C(=CC2=NC=3CN(CCC3C=C21)C(=O)OC(C)(C)C)C2=CC(=NC(=C2)C)C